(R)-1-((4-chloro-5-fluoro-2-(2-methoxy-7-methylquinoxalin-5-yl)benzo[d]thiazol-6-yl)oxy)propan-2-yl (2-oxo-2,3-dihydrobenzo[d]oxazol-6-yl)carbamate O=C1OC2=C(N1)C=CC(=C2)NC(O[C@@H](COC2=CC1=C(N=C(S1)C1=C3N=CC(=NC3=CC(=C1)C)OC)C(=C2F)Cl)C)=O